NC1=CC=CC(=N1)S(=O)(=O)NC(=O)C=1C(=NC(=CC1)C1=CC=C(C=C1)CN1CCOCC1)OC1=C(C=C(C=C1C)C)C N-[(6-Amino-2-pyridyl)sulfonyl]-6-[4-(morpholinomethyl)phenyl]-2-(2,4,6-trimethylphenoxy)pyridin-3-carboxamid